tri(2,4-dimethyl-6-tert-butylphenyl) phosphate P(=O)(OC1=C(C=C(C=C1C(C)(C)C)C)C)(OC1=C(C=C(C=C1C(C)(C)C)C)C)OC1=C(C=C(C=C1C(C)(C)C)C)C